N(C1=CC=CC=C1)C=1C=CC=C2C=CC=C(C12)S(=O)(=O)O.CN1SC2=C(CC3=C1C=CC=C3)C=CC(=C2)S(=O)(=O)C 6-Methyl-3-(methylsulfonyl)dibenzo[c,f][1,2]thiazepin 8-Anilinonaphthalene-1-sulfonate